[NH+]1=CC=CC=C1.C=CC1=CC=CC=C1 styrene, pyridinium salt